C(C)(C)(C)OC(=O)N1[C@H](CN(CC1)C=1C2=C(N=C(N1)OC[C@H]1N(CCC1)C)CN(CC2)C=2C=CC=C1C=CN=CC21)CC#N (S)-2-(cyanomethyl)-4-{7-(isoquinolin-8-yl)-2-[((S)-1-methylpyrrolidin-2-yl)methoxy]-5,6,7,8-tetrahydropyrido[3,4-d]pyrimidin-4-yl}piperazine-1-carboxylic acid tert-butyl ester